(4R,10bS)-2-(8-chloro-5-quinolinyl)-N-[(3S,4R)-4-fluoropyrrolidin-3-yl]-4-methyl-3,4,6,10b-tetrahydro-1H-pyrazino[2,1-a]isoindol-8-amine ClC=1C=CC(=C2C=CC=NC12)N1C[C@H]2N(CC3=CC(=CC=C23)N[C@H]2CNC[C@H]2F)[C@@H](C1)C